CC1CN2C(CO1)=CN=C2C(=O)[O-].[Li+] lithium 6-methyl-6,8-dihydro-5H-imidazo[5,1-c][1,4]oxazine-3-carboxylate